C(CS)(=O)[O-].[Na+].CN(CCCN1CN(CN(C1)CCCN(C)C)CCCN(C)C)C 1,3,5-tris(3-(dimethylamino)propyl)-hexahydros-triazine sodium thioglycolate